(E)-N-(1-cyclopropyl-3-fluoro-3-(methylsulfonyl)allyl)-2-(cyclopropyldifluoromethyl)-4-phenoxypyrimidine-5-carboxamide C1(CC1)C(\C=C(\S(=O)(=O)C)/F)NC(=O)C=1C(=NC(=NC1)C(F)(F)C1CC1)OC1=CC=CC=C1